3-iodomethyl-isochroman-1-one ICC1OC(C2=CC=CC=C2C1)=O